ClC1=NC=2C=CC=CC2C2=C1C=CN2CCC2=C(C=CC=C2)OC 4-chloro-1-(2-methoxyphenethyl)-1H-pyrrolo[3,2-c]quinoline